N=1N=CC=2C1NC(=CC2)C(=O)[O-] pyrazolo[3,4-b]pyridine-6-carboxylate